tert-butyl (Z)-2-((3-benzyl-5-(4-fluoro-3-nitrophenyl)pyrazin-2-yl)amino)-3-(furan-2-yl)acrylate C(C1=CC=CC=C1)C=1C(=NC=C(N1)C1=CC(=C(C=C1)F)[N+](=O)[O-])N\C(\C(=O)OC(C)(C)C)=C/C=1OC=CC1